4-(furo[3,2-c]pyridin-4-yl)-N-[1-(2-methyl-2H-tetrazol-5-yl)piperidin-4-yl]benzamide O1C=CC=2C(=NC=CC21)C2=CC=C(C(=O)NC1CCN(CC1)C=1N=NN(N1)C)C=C2